FC1(CN(CCC1)C[C@](CC(C)C)(C)NC(=O)C=1C=NC2=C(C=CC=C2C1)F)F N-[(1R)-[(3,3-difluoro-1-piperidyl)methyl]-1,3-dimethyl-butyl]-8-fluoro-quinoline-3-carboxamide